N1=C(N=CC=C1)S[C@@H](CCC(C)=O)CC (R)-5-(PYRIMIDIN-2-YLTHIO)HEPTAN-2-ONE